(E)-p-methoxycinnamyl ether COC1=CC=C(/C=C/COC\C=C\C2=CC=C(C=C2)OC)C=C1